C(C)(C)(C)OC(=O)N1CCC(CC1)N1CC(C1)N1C[C@H]2N(C=3C(=NN=C(C3)C3=C(C=CC=C3)O)NC2)CC1.ClCC1=C(C=CC=C1)CCl di(chloromethyl)benzene tert-butyl-(S)-4-(3-(2-(2-hydroxyphenyl)-5,6,6a,7,9,10-hexahydro-8H-pyrazino[1',2':4,5]pyrazino[2,3-c]pyridazin-8-yl)azetidin-1-yl)piperidine-1-carboxylate